FC=1C(=C(C=CC1)NC(C1=CN=CC=C1)=O)C(NCCCN1CCN(CC1)C)=O N-(3-fluoro-2-((3-(4-methylpiperazin-1-yl)propyl)carbamoyl)phenyl)nicotinamide